C(C)(C)(C)OC(=O)N1CCC2(CC(N(C2)C(=O)OCC2=CC=CC=C2)CO)CC1 3-(hydroxymethyl)-2,8-diazaspiro[4.5]decane-2,8-dicarboxylic acid 2-benzyl 8-tert-butyl ester